C1(CC1)S(=O)(=O)N1N=CC(=C1)C1=NC=CC(=N1)NC1=NC=C(C(=C1)NC1CCC(CC1)C(C)(C)O)C1=NN(C(=C1)C(F)(F)F)C 2-((1s,4s)-4-((2-((2-(1-(Cyclopropylsulfonyl)-1H-pyrazol-4-yl)pyrimidin-4-yl)amino)-5-(1-methyl-5-(trifluoromethyl)-1H-pyrazol-3-yl)pyridin-4-yl)amino)cyclohexyl)propan-2-ol